C=C(C=C)CCCC(CCCC(C)C)C 3-methylene-7,11-dimethyl-1-dodecene